BrC=1C=C(C(=C2CCC(C12)=O)NC(=O)C1=NC(=NC(=C1)C)N1CC(C(CC1)(F)F)C=C)F N-(7-bromo-5-fluoro-1-oxo-2,3-dihydro-1H-inden-4-yl)-2-(4,4-difluoro-3-vinylpiperidin-1-yl)-6-methylpyrimidine-4-carboxamide